C1(=CC(=CC=C1)C[C@@H]1N(CCC[C@@H]1NS(=O)(=O)C)C(=O)OC(C)C)C1=CC=CC=C1 isopropyl cis-2-(biphenyl-3-ylmethyl)-3-((methylsulfonyl)amino)piperidine-1-carboxylate